FC=1C(=C(C=C(C1)B1OC(C(O1)(C)C)(C)C)CO)C [3-fluoro-2-methyl-5-(4,4,5,5-tetramethyl-1,3,2-dioxaborolan-2-yl)phenyl]methanol